FC1=CC(=C2C(=CNC2=C1)CCN(C(C)C)C(C)C)OC N-(2-(6-fluoro-4-methoxy-1H-indol-3-yl)ethyl)-N-isopropyl-propan-2-amine